4-(2-methoxyethoxymethyl)piperidine-4-carboxylic acid COCCOCC1(CCNCC1)C(=O)O